cyclopropyl-(5-fluoro-3-methylbenzofuran-2-yl)methanone C1(CC1)C(=O)C=1OC2=C(C1C)C=C(C=C2)F